(2-(1H-1,2,4-Triazol-5-yl)phenyl)((5R,9S)-3-(3,5-difluorophenyl)-2-methyl-4,5,6,7,8,9-hexahydro-2H-5,9-epiminocycloocta[c]pyrazol-10-yl)methanone N1N=CN=C1C1=C(C=CC=C1)C(=O)N1[C@H]2CC=3C(=NN(C3C3=CC(=CC(=C3)F)F)C)[C@@H]1CCC2